Cl.C1([C@H]2N(CCN1)CCNC2)=O (S)-hexahydro-2H-pyrazino[1,2-a]pyrazin-1(6H)-one hydrochloride